monoperoxysulfate OS(=O)(=O)O[O-].[Na+]